C(=O)C1=C(C(=CC2=C1C=C(S2)C(=O)OCC)OC)O.C[Si](CCCNCCNCCC[Si](C)(OC)OC)(OC)OC bis[3-(methyldimethoxysilyl) propyl] ethylenediamine Ethyl 4-formyl-5-hydroxy-6-methoxy-1-benzothiophene-2-carboxylate